[2-chloro-4-[[3-[3-(trifluoromethyl)-1H-pyrazol-4-yl]imidazo[1,2-a]pyrazin-8-yl]amino]phenyl]-[4-[(3R,4R)-3-hydroxypiperidine-4-carbonyl]piperazin-1-yl]methanone ClC1=C(C=CC(=C1)NC=1C=2N(C=CN1)C(=CN2)C=2C(=NNC2)C(F)(F)F)C(=O)N2CCN(CC2)C(=O)[C@H]2[C@H](CNCC2)O